diphenylundecane CCCCCCCCCCC(C1=CC=CC=C1)C2=CC=CC=C2